6-methoxy-2,3,4,9-tetrahydro-1H-carbazol-1-one COC=1C=C2C=3CCCC(C3NC2=CC1)=O